tert-Butyl(1-(5-methyl-6-((1-(naphthalen-1-yl)cyclopropyl)carbamoyl)-1H-indol-2-yl)ethyl)carbamate C(C)(C)(C)OC(NC(C)C=1NC2=CC(=C(C=C2C1)C)C(NC1(CC1)C1=CC=CC2=CC=CC=C12)=O)=O